C(C1=CC(C(=O)O)=CC=C1)(=O)O.OC1=CC=C(C=C1)C(C)(C)C1=CC=C(C=C1)O Bisphenol A isophthalate